2-(4-(dimethylamino)-3-methoxy-N-methylbenzamido)-5-oxo-5H-thieno[3,2-b]pyran-6-carboxylic acid CN(C1=C(C=C(C(=O)N(C)C2=CC=3OC(C(=CC3S2)C(=O)O)=O)C=C1)OC)C